6-(Cyclopropanecarboxamido)-4-((5-((2,2-difluorocyclopropyl)methyl)-4-oxo-4,5-dihydrothieno[2,3-d]pyridazin-3-yl)amino)-N-(methyl-d3)nicotinamide C1(CC1)C(=O)NC1=NC=C(C(=O)NC([2H])([2H])[2H])C(=C1)NC1=CSC=2C=NN(C(C21)=O)CC2C(C2)(F)F